COC1=C2C(C(=C(OC2=CC(=C1)OC)C1=CC(=C(C(=C1)OC)OC)OC)OCCCN1C=NC2=C(C(=CC=C2C1=O)C)C)=O 3-(3-((5,7-dimethoxy-4-oxo-2-(3,4,5-trimethoxyphenyl)-4H-chromen-3-yl)oxy)propyl)-7,8-dimethylquinazolin-4(3H)-one